5-chloro-2-[[6-chloro-3-(4-oxo-1-piperidinyl)-4-quinolinyl]amino]benzoic acid ClC=1C=CC(=C(C(=O)O)C1)NC1=C(C=NC2=CC=C(C=C12)Cl)N1CCC(CC1)=O